N-(((9H-Fluoren-9-yl)methoxy)carbonyl)-N-(3-oxo-3-(tritylamino)propyl)-L-alanine C1=CC=CC=2C3=CC=CC=C3C(C12)COC(=O)N([C@@H](C)C(=O)O)CCC(NC(C1=CC=CC=C1)(C1=CC=CC=C1)C1=CC=CC=C1)=O